1-((1-(4-(trifluoromethyl)pyridin-2-yl)-1H-pyrazol-4-yl)sulfonyl)-1,2,3,4-tetrahydro-[1,4]diazepino[3,2,1-hi]indazole FC(C1=CC(=NC=C1)N1N=CC(=C1)S(=O)(=O)N1CCCN2N=CC3=CC=CC1=C23)(F)F